C(C)(=O)NCC(C)C1=CC=C(C=C1)NC1=NC=NC2=CC(=C(C=C12)O)OC 4-[4-(2-acetylamino-1-methylethyl)phenylamino]-6-hydroxy-7-methoxyquinazoline